1-[2-(2,5-difluorophenyl)-3-(pyridin-4-yl)-3H-imidazo[4,5-b]pyridin-5-yl]piperazine FC1=C(C=C(C=C1)F)C1=NC=2C(=NC(=CC2)N2CCNCC2)N1C1=CC=NC=C1